(2R)-6-oxapiperidine-2-carboxylic acid N1[C@H](CCCO1)C(=O)O